3-(4-Chloro-phenyl)-adamantane-1-carboxylic acid benzothiazol-2-yl amide S1C(=NC2=C1C=CC=C2)NC(=O)C21CC3(CC(CC(C2)C3)C1)C1=CC=C(C=C1)Cl